C(C)(=O)N1[C@H]([C@@H]([C@H](C2=CC(=CC=C12)C(=O)NCC)NC1=NC=C(C=C1)F)C)CC (2S,3R,4R)-1-acetyl-N,2-diethyl-4-((5-fluoropyridin-2-yl)amino)-3-methyl-1,2,3,4-tetrahydroquinoline-6-carboxamide